C1(=C(C=CC=C1)N1C2=CC=CC=C2C=2C=CC=CC12)C1=CC=CC=C1 9-([1,1'-biphenyl]-2-yl)-9H-carbazole